COCCNC(=O)C1=CC=C(C2=C1N=C(O2)N2CC1N(C(C2)C1)C(=O)OC(C)(C)C)C=1SC=CN1 tert-Butyl 3-(4-((2-methoxyethyl)carbamoyl)-7-(thiazol-2-yl)benzo[d]oxazol-2-yl)-3,6-diazabicyclo[3.1.1]heptane-6-carboxylate